BrC=1C=C2C(CCNC2=CC1)=O 6-bromo-2,3-dihydroquinolin-4(1H)-one